C(C)O[Si](CCCN1CN(CCC1)CCC[Si](OCC)(OCC)OCC)(OCC)OCC bis(3-(triethoxysilyl)propyl)hexahydropyrimidine